4-acetamido-N-(5-methylpyridin-2-yl)-1H-indazole-5-carboxamide C(C)(=O)NC1=C2C=NNC2=CC=C1C(=O)NC1=NC=C(C=C1)C